N-(5-cyano-6-methoxy-3-pyridinyl)-1,2-dimethyl-5-[7-[(3R)-3-methyl-3,4-dihydro-1H-isoquinoline-2-carbonyl]-1,2,3,4-tetrahydroisoquinolin-6-yl]-N-phenyl-pyrrole-3-carboxamide C(#N)C=1C=C(C=NC1OC)N(C(=O)C1=C(N(C(=C1)C=1C=C2CCNCC2=CC1C(=O)N1CC2=CC=CC=C2C[C@H]1C)C)C)C1=CC=CC=C1